(4-amino-3,7-difluoroimidazo[1,5-a]quinoxalin-8-yl)((4aS,9bS)-7-(trifluoromethyl)-3,4,4a,9b-tetrahydrobenzofuro[3,2-b]pyridin-1(2H)-yl)methanone NC=1C=2N(C3=CC(=C(C=C3N1)F)C(=O)N1[C@@H]3[C@H](CCC1)OC1=C3C=CC(=C1)C(F)(F)F)C=NC2F